NC1=NC=2C=CC(=CC2C2=C1C=NN2C)C(=O)N(CC2=NC=C(C=C2)C(F)(F)F)N2C(OCC2)=O 4-amino-1-methyl-N-(2-oxooxazolidin-3-yl)-N-((5-(trifluoromethyl)pyridin-2-yl)methyl)-1H-pyrazolo[4,3-c]quinoline-8-carboxamide